(1R,4R)-4-(3-(difluoromethyl)-1H-pyrazol-1-yl)cyclohexane-1-carboxylic acid methyl ester COC(=O)C1CCC(CC1)N1N=C(C=C1)C(F)F